4-(Hydroxydiphenylmethyl)piperidine OC(C1CCNCC1)(C1=CC=CC=C1)C1=CC=CC=C1